(R)-Methyl 3-(7-(4-chloro-3-(trifluoromethyl) benzoyl)-6-methyl-4-oxo-2-thioxo-1,2,5,6,7,8-hexahydropyrido[3,4-d]pyrimidin-3(4H)-yl)-1-isopropyl-1H-pyrazole-5-carboxylate ClC1=C(C=C(C(=O)N2CC=3NC(N(C(C3C[C@H]2C)=O)C2=NN(C(=C2)C(=O)OC)C(C)C)=S)C=C1)C(F)(F)F